pentanoyl isononyl peroxide C(CCCCCC(C)C)OOC(CCCC)=O